N1(N=CC=C1)CC1=CC2=C(C(=NO2)N)C=C1OC(F)F 6-((1H-pyrazol-1-yl)methyl)-5-(difluoromethoxy)benzo[d]isoxazole-3-amine